5-ethyl-6-fluoro-4-(8-fluoro-2-(((2R,7aS)-2-fluorohexahydro-1H-pyrrolizin-7a-yl)methoxy)-4-(1,4-thiazepan-4-yl)pyrido[4,3-d]pyrimidin-7-yl)naphthalen-2-ol C(C)C1=C2C(=CC(=CC2=CC=C1F)O)C1=C(C=2N=C(N=C(C2C=N1)N1CCSCCC1)OC[C@]12CCCN2C[C@@H](C1)F)F